1,2,3-triazol-5-yl-{8-[(2,4,6-trichlorophenyl)sulfonyl]-3,8-diazabicyclo[3.2.1]oct-3-yl}methanone N1N=NC=C1C(=O)N1CC2CCC(C1)N2S(=O)(=O)C2=C(C=C(C=C2Cl)Cl)Cl